C(C)OC(=O)C1=NC(=C(N=C1N1CCC2(CC1)[C@@H](C1=CC(=CC=C1C2)C(N)=O)N)C)C2=C(C(=CC=C2)Cl)Cl (S)-3-(1-amino-6-carbamoyl-1,3-dihydrospiro[indene-2,4'-piperidine]-1'-yl)-6-(2,3-dichlorophenyl)-5-methylpyrazine-2-carboxylic acid ethyl ester